4-Chlorophthalic acid monosodium salt [Na+].ClC=1C=C(C(C(=O)[O-])=CC1)C(=O)O